(3S)-3-(1-hydroxy-3-(4-(trifluoromethyl)phenyl)prop-2-yn-1-yl)pyrrolidine-1-carboxylic acid tert-butyl ester C(C)(C)(C)OC(=O)N1C[C@H](CC1)C(C#CC1=CC=C(C=C1)C(F)(F)F)O